C(C)(C)C1=CC=C(CNC2=C(C=C(C=C2)NC2=NC=3C=CC=C(C3N=C2OC)C#N)OC)C=C1 ((4-((4-isopropylbenzyl)amino)-3-methoxyphenyl)amino)-3-methoxyquinoxaline-5-carbonitrile